5-((R)-1-((1H-imidazol-2-yl)methyl)-[3,4'-bipiperidin]-1'-yl)-N-((R)-1-(2,4-dichlorophenyl)ethyl)-[1,2,4]triazolo[1,5-a]pyrimidin-7-amine N1C(=NC=C1)CN1C[C@H](CCC1)C1CCN(CC1)C1=NC=2N(C(=C1)N[C@H](C)C1=C(C=C(C=C1)Cl)Cl)N=CN2